CC1=C2CCN(C(C2=CC=C1)C1=CC=CC=C1)C(CCC(=O)NCCC1=CC=CC=C1)=O 4-(5-Methyl-1-phenyl-3,4-dihydro-1H-isoquinolin-2-yl)-4-oxo-N-phenethylbutyric acid amide